C(C)(=O)O[C@@H]1[C@@H](OC([C@H]([C@@H]1OC(C)=O)N=[N+]=[N-])O[N+](=O)[O-])COC(C)=O (2S,3S,4S,5S)-2-(acetoxymethyl)-5-azido-6-(nitrooxy)tetrahydro-2H-pyran-3,4-diyl diacetate